NCCN1C=C(C=2C=NC(=CC21)C=2C(=NNC2)Cl)C(=O)C2COC1=CC=C(C=C1C2)Cl [1-(2-aminoethyl)-6-(3-chloro-1H-pyrazol-4-yl)pyrrolo[3,2-c]pyridin-3-yl]-(6-chlorochroman-3-yl)methanone